tert-butyl-(1S,6S)-5-(2-(3,6-dihydro-2H-pyran-4-yl)-4-(2-ethoxy-2-oxoethyl)-5-ethyl-7-oxo-4,7-dihydro-2H-[1,2,3]triazolo[4,5-b]pyridin-6-yl)-2,5-diazabicyclo[4.2.0]octane C(C)(C)(C)[C@@]12NCCN([C@H]2CC1)C=1C(C=2C(N(C1CC)CC(=O)OCC)=NN(N2)C=2CCOCC2)=O